FC1=CC(=C(C=C1)N1CN(C(C2=CC(=C(C=C12)C(F)(F)F)C#N)=O)C1=C(NC(C=C1)=O)C)C 1-(4-fluoro-2-methylphenyl)-3-(2-methyl-6-oxo-1,6-dihydropyridin-3-yl)-4-oxo-7-(trifluoromethyl)-1,2,3,4-tetra-hydroquinazoline-6-carbonitrile